(R)-2-amino-1-(piperidin-1-yl)propan-1-one ((4R,5R)-5-(2-methylphenyl)-2,2-diethyl-1,3-dioxolan-4-yl)methyl-sulfamate CC1=C(C=CC=C1)[C@@H]1[C@H](OC(O1)(CC)CC)CNS(O)(=O)=O.N[C@@H](C(=O)N1CCCCC1)C